N-[4-(1,3-Benzothiazol-2-yl)-1-(4-methoxyphenyl)-1H-imidazol-2-yl]-4-(difluoromethoxy)benzamide S1C(=NC2=C1C=CC=C2)C=2N=C(N(C2)C2=CC=C(C=C2)OC)NC(C2=CC=C(C=C2)OC(F)F)=O